C1(CCCC1)C=1C=CC(=C(O\C(\C(=O)OC)=C/OC)C1)C methyl (Z)-2-(5-cyclopentyl-2-methylphenoxy)-3-methoxyprop-2-enoate